I.N1C(=NCC1)N1CCNCC1 1-(4,5-dihydro-1H-imidazol-2-yl)piperazine-hydroiodide